5-{[(2-ethoxy-2-oxoethyl)(methyl)amino]Methyl}pyridine-2-carboxylic acid C(C)OC(CN(C)CC=1C=CC(=NC1)C(=O)O)=O